(4R)-1-[4-[1-[6-(5-Cyclopropyl-4H-1,2,4-triazol-3-yl)-2-azaspiro[3.3]heptane-2-carbonyl]azetidin-3-yl]phenyl]-4-(trifluoromethyl)piperidin-2-one C1(CC1)C=1NC(=NN1)C1CC2(CN(C2)C(=O)N2CC(C2)C2=CC=C(C=C2)N2C(C[C@@H](CC2)C(F)(F)F)=O)C1